methyl 3-(3-((6-cyano-2H-indazol-7-yl)oxy)-azetidin-1-yl)-2,2-dimethylpropanoate C(#N)C=1C=CC2=CNN=C2C1OC1CN(C1)CC(C(=O)OC)(C)C